tert-butyl ((1S,2S,5S)-2-hydroxy-5-(3-(trifluoromethyl)phenyl)cyclohexyl)(methyl)carbamate O[C@@H]1[C@H](C[C@H](CC1)C1=CC(=CC=C1)C(F)(F)F)N(C(OC(C)(C)C)=O)C